O=S1(CCC(CC1)C1=NC=CC(=C1NC(=O)C=1C=NC(=NC1)C(C)C)C1=C(C=CC=C1)F)=O N-(2-(1,1-dioxidotetrahydro-2H-thiopyran-4-yl)-4-(2-fluorophenyl)pyridin-3-yl)-2-isopropylpyrimidine-5-carboxamide